NC1CCC(CC1)NC1=NC2=C(C=C(C=C2C=N1)C1=C(C=C(C=N1)NS(=O)(=O)C1=C(C=CC=C1)Cl)F)CC N-(6-(2-(((1r,4r)-4-aminocyclohexyl)amino)-8-ethylquinazolin-6-yl)-5-fluoropyridin-3-yl)-2-chlorobenzenesulfonamide